BrC=1C(N(C(=CC1OC(C)C1=NC=C(C=C1F)F)C)C1=C(C(=NC=C1C)C1=NC(=NC=C1)C(C)(C)O)F)=O 3-Bromo-4-(1-(3,5-difluoropyridin-2-yl)ethoxy)-3'-fluoro-2'-(2-(2-hydroxypropan-2-yl)pyrimidin-4-yl)-5',6-dimethyl-2H-[1,4'-bipyridin]-2-one